(1R,2S)-1-(5-chloropyrimidin-2-yl)-N-(4-(2,6-dimethoxyphenyl)-5-(hydroxymethyl)-4H-1,2,4-triazol-3-yl)-1-methoxypropane-2-sulfonamide ClC=1C=NC(=NC1)[C@H]([C@H](C)S(=O)(=O)NC1=NN=C(N1C1=C(C=CC=C1OC)OC)CO)OC